OCC1=NOC(=C1)NC(=O)C1=C(OC(=C1)C1=CC(=CC=C1)C(F)(F)F)C N-(3-(hydroxymethyl)isoxazol-5-yl)-2-methyl-5-(3-(trifluoromethyl)phenyl)furan-3-carboxamide